C(CCC)N1C=[N+](C2=C1C(C1=CC=CC=C1C2=NO)=O)C (E) or (Z)-1-butyl-4-(hydroxyimino)-3-methyl-9-oxo-4,9-dihydro-1H-naphtho[2,3-d]imidazol-3-ium